N1(CCNCC1)C=1C=COC1 4-(piperazin-1-yl)furan